BrC1=CC(=C(C=C1)N1CCC2(CCN(C2)C(=O)OC(C)(C)C)CC1)C tert-butyl 8-(4-bromo-2-methyl-phenyl)-2,8-diazaspiro[4.5]decane-2-carboxylate